e-Phthalamid C(C=1C(C(=O)N)=CC=CC1)(=O)N